O.[Fe+2].O[C@@H](C(=O)O)[C@H]([C@@H]([C@@H](CO)O)O)O (2R,3S,4R,5R)-2,3,4,5,6-pentahydroxycaproic acid iron (II) hydrate